C1(CCCC1)NC1=CC(=C(C=N1)C1=C(N=C(S1)C(=O)NCC(C)(C)O)C(=O)N1[C@H](CCCC1)C)C(F)F (S)-5-(6-(cyclopentylamino)-4-(difluoromethyl)pyridin-3-yl)-N-(2-hydroxy-2-methylpropyl)-4-(2-methylpiperidine-1-carbonyl)thiazole-2-carboxamide